C(C)OC(=O)C=1N(C2=CC=C(C=C2C1)NC(C1=C(C=CC(=C1)CNC(C(C)C)=O)Cl)=O)CCC 5-(2-chloro-5-(isobutyrylaminomethyl)benzoylamino)-1-propyl-1H-indole-2-carboxylic acid ethyl ester